tert-butyl (5-(1-hydroxycyclobutyl)-6-(trifluoromethyl)pyridin-2-yl)carbamate OC1(CCC1)C=1C=CC(=NC1C(F)(F)F)NC(OC(C)(C)C)=O